3-(4-((tetrahydrofuran-3-yl)-oxy)benzyl)-1-(4-fluorobenzyl)-1-((1-methylpiperidin-4-yl)methyl)urea O1CC(CC1)OC1=CC=C(CNC(N(CC2CCN(CC2)C)CC2=CC=C(C=C2)F)=O)C=C1